trimethylolethane tris(3-mercapto-3-methylbutanoate) SC(CC(=O)O)(C)C.SC(CC(=O)O)(C)C.SC(CC(=O)O)(C)C.C(O)C(C)(CO)CO